methyl 3-((4-(2-(2-aminopyridin-3-yl)-5-phenyl-3H-imidazo[4,5-b]pyridin-3-yl)benzyl)carbamoyl)-5-hydroxybenzoate NC1=NC=CC=C1C1=NC=2C(=NC(=CC2)C2=CC=CC=C2)N1C1=CC=C(CNC(=O)C=2C=C(C(=O)OC)C=C(C2)O)C=C1